ClC=1C(=C(C=C(C1)Cl)C(C)=O)O 1-(3,5-dichloro-2-hydroxyphenyl)ethanone